ClC=1N=C(C2=C(N1)N(C(C2(C)C)=O)C2=C(C=CC=C2)OC2=C(C=CC=C2)F)Cl 2,4-dichloro-7-(2-(2-fluorophenoxy)phenyl)-5,5-dimethyl-5,7-dihydro-6H-pyrrolo[2,3-d]pyrimidin-6-one